CS(=O)(=O)C=1C=C(C=CC1)C1CCNCC1 4-[3-(methylsulfonyl)phenyl]piperidine